ClC1=CC=C(C=C1)C=1N=C2N(C=CC=C2)C1CN1CC2CCC(C1)N2C(=O)N2CCSCC2 (3-{[2-(4-chlorophenyl)imidazo[1,2-a]pyridin-3-yl]methyl}-3,8-diazabicyclo[3.2.1]oct-8-yl)(thiomorpholin-4-yl)methanone